spermidine, acetate salt C(C)(=O)O.NCCCCNCCCN